2-[(3-fluoro-1-adamantyl)amino]-1,4-dihydroimidazol-5-one FC12CC3(CC(CC(C1)C3)C2)NC=2NC(CN2)=O